tert-butyl (S)-3-(4-fluoro-3,5-dimethylphenyl)-8-methyl-4-oxo-2-thioxo-2,3,4,5,6,8-hexahydropyrido[3,4-d]pyrimidine-7(1H)-carboxylate FC1=C(C=C(C=C1C)N1C(NC2=C(C1=O)CCN([C@H]2C)C(=O)OC(C)(C)C)=S)C